aminoisoindolin-1,3-dione NN1C(C2=CC=CC=C2C1=O)=O